4-(tert-butoxy)-8-(6-chloro-5-cyclopropyl-1-(tetrahydro-2H-pyran-2-yl)-1H-indazol-4-yl)-2-(methylthio)pyrido[4',3':4,5]thieno[2,3-d]pyrimidine C(C)(C)(C)OC=1C2=C(N=C(N1)SC)SC1=C2C=CN=C1C1=C2C=NN(C2=CC(=C1C1CC1)Cl)C1OCCCC1